ClC1=CC(=C(C=C1)C1(OC2=C(O1)C=CC=C2)C)F (S)-2-(4-chloro-2-fluorophenyl)-2-methylbenzo[d][1,3]dioxol